isooctyl 3-(3,5-dit-butyl 4-hydroxyphenyl)propionate C(C)(C)(C)C=1C=C(C=C(C1O)C(C)(C)C)CCC(=O)OCCCCCC(C)C